N[C@H]1CS(C2=C(N(C1=O)CC1=CC=C(C=C1)Cl)C=C(C(=C2)F)C=2OC(=NN2)NC2CNCC(C2)(F)F)(=O)=O (3R)-3-amino-5-[(4-chlorophenyl)methyl]-7-[5-[(5,5-difluoro-3-piperidyl)amino]-1,3,4-oxadiazol-2-yl]-8-fluoro-1,1-dioxo-2,3-dihydro-1λ6,5-benzothiazepin-4-one